4-(4-fluorophenyl)-2-((6-(4-(2-(3-hydroxyazetidin-1-yl)-2-oxoethyl)piperazin-1-yl)-2-methylquinolin-4-yl)(methyl)amino)thiazole-5-carbonitrile FC1=CC=C(C=C1)C=1N=C(SC1C#N)N(C)C1=CC(=NC2=CC=C(C=C12)N1CCN(CC1)CC(=O)N1CC(C1)O)C